CC(CCCCCCCCCCCC)CCCC(CCCCCCCCCCCC)C 13,17-dimethyl-nonacosane